(S)-N-(3-((5-(1-amino-6-(methylthio)-1,3-dihydrospiro[indene-2,4'-piperidin]-1'-yl)pyrazin-2-yl)thio)phenyl)cyclopropanecarboxamide N[C@@H]1C2=CC(=CC=C2CC12CCN(CC2)C=2N=CC(=NC2)SC=2C=C(C=CC2)NC(=O)C2CC2)SC